C(CS(=O)(=O)O)S(=O)(=O)O.FC=1C(=NC=CC1OC)CNC(=O)C=1C(=NN(C1)CC1=CC=C(C=C1)CN1C(C=CC=C1)=O)COC N-[(3-fluoro-4-methoxypyridin-2-yl)methyl]-3-(methoxymethyl)-1-({4-[(2-oxopyridin-1-yl)methyl]phenyl}methyl)pyrazole-4-carboxamide ethanedisulfonate